tert-butyl 4-((2-(4-(tert-butoxycarbonyl) piperidin-1-yl)-4-(trifluoromethyl) benzyl) amino)-4-methylpiperidine-1-carboxylate C(C)(C)(C)OC(=O)C1CCN(CC1)C1=C(CNC2(CCN(CC2)C(=O)OC(C)(C)C)C)C=CC(=C1)C(F)(F)F